N-(3,4-dimethylphenyl)-1-(4-methoxyphenyl)-N-methyl-1H-1,2,4-triazole-3-carboxamide CC=1C=C(C=CC1C)N(C(=O)C1=NN(C=N1)C1=CC=C(C=C1)OC)C